6-(2-chloro-4-methylphenyl)-2-(pyridin-3-ylmethyl)indazole-4-carboxylic acid ClC1=C(C=CC(=C1)C)C=1C=C(C2=CN(N=C2C1)CC=1C=NC=CC1)C(=O)O